N-(5-(2,6-dioxopiperidin-3-yl)pyridin-2-yl)acetamide hydrochloride Cl.O=C1NC(CCC1C=1C=CC(=NC1)NC(C)=O)=O